FC1=C(C=CC=C1)C=1OC2=C(C1)C=C(C=C2)CO (2-(2-fluorophenyl)benzofuran-5-yl)methanol